FC=1C=C(C=CC1C)S(=O)(=O)N1C[C@@H](OCC1)C1=C(SC2=C1C=CC=C2)C(=O)N |o1:13| 3-[(S) or (R)-4-(3-fluoro-4-methylphenyl)sulfonylmorpholin-2-yl]benzothiophene-2-carboxamide